9-(4-(1H-imidazol-2-yl)benzyl)-2-(2-isopropylphenyl)-7,9-dihydro-8H-purin-8-one N1C(=NC=C1)C1=CC=C(CN2C3=NC(=NC=C3NC2=O)C2=C(C=CC=C2)C(C)C)C=C1